C(C=CCCCCCCCCCCCCCC)=O 14Z-heptadecenal